C1(CCC1)C(=O)N1[C@H](COC2=C(C1)C=CC(=C2)C(=O)NO)C2=CC=CC=C2 (S)-4-(cyclobutanecarbonyl)-N-hydroxy-3-phenyl-2,3,4,5-tetrahydrobenzo[f][1,4]oxazepine-8-carboxamide